C(C)OC(CC1=C(C(=CC(=C1)B1OC(C(O1)(C)C)(C)C)F)OC)=O.FC(CN1CC2N(CC1)CCC2)(F)F 2-(2,2,2-trifluoroethyl)octahydropyrrolo[1,2-a]pyrazine ethyl-2-(3-fluoro-2-methoxy-5-(4,4,5,5-tetramethyl-1,3,2-dioxaborolan-2-yl)phenyl)acetate